C(C1=CC=CC=C1)NC(=O)N1N(CC(N2[C@@H]1CN(C([C@@H]2CC2=CC=C(C=C2)O)=O)CC=2C=CC=C1C=CC=NC21)=O)CC2=NN(C=C2)C2=CC=CC=C2 (6S,9aS)-N-benzyl-6-(4-hydroxybenzyl)-4,7-dioxo-2-((1-phenyl-1H-pyrazol-3-yl)methyl)-8-(quinolin-8-ylmethyl)octahydro-1H-pyrazino[2,1-c][1,2,4]triazine-1-carboxamide